ClC1=C(C=2C(=NC=C(C2)C=2C=C(C=CC2)N2C(CN(CC2)C(CCCCCCCOC2=C3CN(C(C3=CC=C2)=O)C2C(NC(CC2)=O)=O)=O)=O)N1)CC 3-(4-((8-(4-(3-(2-chloro-3-ethyl-1H-pyrrolo[2,3-b]pyridin-5-yl)phenyl)-3-oxopiperazin-1-yl)-8-oxooctyl)oxy)-1-oxoisoindolin-2-yl)piperidine-2,6-dione